C(C)OC1=C(C(=O)NCC2=CC(=CC=C2)N2C(CCCC2)=C=O)C=C(C=C1)NC(C(C)C)=O 2-ethoxy-5-isobutyrylamino-N-(3-(2-carbonylpiperidin-1-yl)benzyl)benzamide